N-(4-(1H-imidazol-1-yl)phenyl)-4-phenyl-[2,4'-bithiazole]-2'-amine N1(C=NC=C1)C1=CC=C(C=C1)NC=1SC=C(N1)C=1SC=C(N1)C1=CC=CC=C1